1-hexadecanoyl-2-(5Z,8Z,11Z,14Z,17Z-eicosapentaenoyl)-glycero-3-phospho-(1'-sn-glycerol) CCCCCCCCCCCCCCCC(=O)OC[C@H](COP(=O)(O)OC[C@H](CO)O)OC(=O)CCC/C=C\C/C=C\C/C=C\C/C=C\C/C=C\CC